NC1=C(C=CC(=C1)C(F)(F)F)C1=C(C=C(N=N1)N[C@H]1CN(CCC1)CC)C (R)-6-(2-Amino-4-(trifluoromethyl)phenyl)-N-(1-ethylpiperidin-3-yl)-5-methylpyridazin-3-amine